N-(2,4-dimethylnicotinoyl)-O-(cis-3-(2-(5,6,7,8-tetrahydro-1,8-naphthyridin-2-yl)ethyl)cyclobutyl)homoserine CC1=C(C(=O)N[C@@H](CCO[C@@H]2C[C@@H](C2)CCC2=NC=3NCCCC3C=C2)C(=O)O)C(=CC=N1)C